FC=1C=C(CC=2C=C3C(N(C=NC3=C(C2C)C)[C@H]2CCOC[C@@H]2O)=O)C=CC1C(=O)OC 1,5-anhydro-2,3-dideoxy-3-(6-(3-fluoro-4-(methoxycarbonyl)benzyl)-7,8-dimethyl-4-oxoquinazolin-3(4H)-yl)-L-threo-pentitol